1-phenyl-3-azabicyclo[3.1.0]hexane hydrochloride Cl.C1(=CC=CC=C1)C12CNCC2C1